(S)-1-(3-(4-amino-3-((2,6-dimethoxypyrimidin-4-yl)ethynyl)-1H-pyrazolo[3,4-d]pyrimidin-1-yl)pyrrolidin-1-yl)prop-2-en-1-one NC1=C2C(=NC=N1)N(N=C2C#CC2=NC(=NC(=C2)OC)OC)[C@@H]2CN(CC2)C(C=C)=O